(1-ethylamino-3-methylimidazole) nitrate [N+](=O)(O)[O-].C(C)NN1CN(C=C1)C